OC=1C=CC2=C(N=CS2)C1 5-hydroxy-benzo[d]Thiazole